CC(=O)NCCCN The molecule is an acetamide obtained by acetylation of one of the amino groups of any alkane-alpha,omega-diamine. AcNHCH2(CH2)nCH2NH2, where n = 0, 1, 2, etc. It is a member of acetamides and a primary amino compound. It derives from an alkane-alpha,omega-diamine. It is a conjugate base of a N-monoacetylalkane-alpha,omega-diamine(1+).